C(C)(C)(C)C1=CC=C(C(=N1)F)C(=O)NS(=O)(=O)C1=CC=CC(=N1)NC(CC[C@@H]1CN(CCC1)C(=O)OC(C)(C)C)C1=NC=CC(=C1)C(C)(C)C tert-butyl (3R)-3-[3-[[6-[(6-tert-butyl-2-fluoro-pyridine-3-carbonyl)sulfamoyl]-2-pyridyl]amino]-3-(4-tert-butyl-2-pyridyl)propyl]piperidine-1-carboxylate